2-[3-(DIMETHYLAMINO)PHENOXY]CYCLOPENTANE-1-CARBOXYLIC ACID CN(C=1C=C(OC2C(CCC2)C(=O)O)C=CC1)C